ClC=1C=C2CN(C(C2=CC1Cl)=O)C1C(NC(CC1)=O)=O 3-(5,6-dichloro-1-oxoisoindolin-2-yl)piperidine-2,6-dione